CC1=NC=C(C(=N1)C)N 2,4-dimethyl-5-aminopyrimidine